ethyl 4-(hydroxymethyl)thieno[2,3-b]pyridine-6-carboxylate OCC1=C2C(=NC(=C1)C(=O)OCC)SC=C2